(19R)-10-chloro-3-(2,2-difluoroethyl)-16-fluoro-19-methyl-20-oxa-3,4,8,9,23-pentaazapentacyclo[19.3.1.02,6.08,12.013,18]pentacosa-1(24),2(6),4,9,11,13,15,17,21(25),22-decaen-22-amine ClC1=NN2CC=3C=NN(C3C3=CN=C(C(O[C@@H](C4=CC(=CC=C4C2=C1)F)C)=C3)N)CC(F)F